dimethyl-hydroxylamine hydrochloride Cl.CN(O)C